FC=1C=C(CN2CC(N(CC2)C2CC3(C2)CCNCC3)C3=C(C=CC=C3)C(C)C)C=CC1 2-(4-(3-fluorobenzyl)-2-(2-isopropylphenyl)piperazin-1-yl)-7-azaspiro[3.5]nonane